[N+](=O)([O-])C/C(/C#N)=C\C1=CC=CC=C1 (E)-2-(nitromethyl)-3-phenylacrylonitrile